spiro[1H-pyrrolo[2,3-b]pyridine-3,6'-5,7-dihydrocyclopenta[b]pyridine]-3'-carboxylic acid tetrahydrate O.O.O.O.N1=C2C(=CC(=C1)C(=O)O)CC1(C2)CNC2=NC=CC=C21